[Cl-].[Cl-].C1(C=CC=C1)[Hf+2]C1C=CC=C1 trans-bis(cyclopentadienyl)hafnium dichloride